C=C1CCC(C=2C=CC=NC12)C(=O)OC methyl 8-methylene-5,6,7,8-tetrahydroquinoline-5-carboxylate